C(=CC)OC=CCC butenyl propenyl ether